2-((5-(5-(difluoromethyl)-1,3,4-oxadiazol-2-yl)pyridin-2-yl)methyl)-7-(2-fluorophenyl)-4,4-dimethylisoquinoline-1,3(2H,4H)-dione FC(C1=NN=C(O1)C=1C=CC(=NC1)CN1C(C2=CC(=CC=C2C(C1=O)(C)C)C1=C(C=CC=C1)F)=O)F